C1(CC1)C1=C(C(=NO1)C1=C(C=CC=C1Cl)Cl)C(=O)O[C@H]1[C@@H]2CN([C@H](C1)C2)C2=CC=C(C=C2)C(NS(=O)(=O)C2CC2)=O (1S,4S,5R)-2-{4-[(cyclopropanesulfonyl) carbamoyl]phenyl}-2-azabicyclo[2.2.1]heptan-5-yl 5-cyclopropyl-3-(2,6-dichlorophenyl)-1,2-oxazole-4-carboxylate